BrC1=CC=C(S1)P(C)(C)=O (5-bromothiophen-2-yl)dimethylphosphine oxide